C(C)(C)(C)NC(=O)N1CCN(CC1)C1=NC(=NC(=C1)N1CCCC1)NC1=CC2=C(C=N1)C=NN2C(C)C N-tert-butyl-4-[2-{[1-(propan-2-yl)-1H-pyrazolo[4,3-c]pyridin-6-yl]amino}-6-(pyrrolidin-1-yl)pyrimidin-4-yl]piperazine-1-carboxamide